2-(3,4-dichlorophenyl)-7-(methylsulfonyl)benzo[d]imidazo[2,1-b]thiazole ClC=1C=C(C=CC1Cl)C=1N=C2SC3=C(N2C1)C=CC(=C3)S(=O)(=O)C